BrC1=NN(C(=C1)C(=O)N)C1=NC=CC=C1Cl Bromo-1-(3-chloro-2-pyridinyl)-1H-pyrazole-5-carboxamide